8-[(2S,3S,4R,5R)-3,4-bis(benzyloxy)-5-[(benzyloxy)methyl]oxolan-2-yl]-2,4-dichloroquinazoline C(C1=CC=CC=C1)O[C@H]1[C@@H](O[C@@H]([C@H]1OCC1=CC=CC=C1)COCC1=CC=CC=C1)C=1C=CC=C2C(=NC(=NC12)Cl)Cl